(2R,3R,5S)-4-[[5-(1,1-difluoroethyl)-3-(3,4-difluoro-2-methoxy-phenyl)-5-methyl-tetrahydrofuran-2-carbonyl]amino]pyridine-2-carboxamide FC(C)(F)[C@@]1(C[C@@H]([C@@H](O1)C(=O)NC1=CC(=NC=C1)C(=O)N)C1=C(C(=C(C=C1)F)F)OC)C